C(CCC=CCCC)=O 4-octaenal